(2R,4s)-2-((R)-6-phenyl-2-azaspiro[3.4]octane-2-carbonyl)-5-azaspiro[3.4]octane-6-one C1(=CC=CC=C1)[C@H]1CC2(CN(C2)C(=O)C2CC3(C2)NC(CC3)=O)CC1